FC=1C=NC=CC1S(=O)(=O)NC=1C(=NC=C(C1)C=1C=CC=2N=CN=C(C2N1)N1CCN(CC1)C(\C=C\C(C)=O)=O)OC (E)-3-fluoro-N-(2-methoxy-5-(4-(4-(4-oxopent-2-enoyl)piperazin-1-yl)pyrido[3,2-d]pyrimidin-6-yl)pyridin-3-yl)pyridine-4-sulfonamide